benzyl (1R,5S)-6-azabicyclo[3.2.1]octane-6-carboxylate [C@H]12CCC[C@H](N(C1)C(=O)OCC1=CC=CC=C1)C2